C(C)N(CCOC=1C=NC=CC1C1=C(C=2C(NCCC2N1)=O)NC1=C(C(=CC=C1)F)OC)CC 2-{3-[2-(diethylamino)ethoxy]pyridin-4-yl}-3-(3-fluoro-2-methoxyanilino)-1,5,6,7-tetrahydro-4H-pyrrolo[3,2-c]pyridin-4-one